acrylamido-propyl-tetra(dimethylsiloxy)dimethylbutylsilane C(C=C)(=O)NC(C(C([Si](C)(C)CCC)(O[SiH](C)C)O[SiH](C)C)(O[SiH](C)C)O[SiH](C)C)C